C1(CCC1)CNCC1=CC2=NC=C(C=C2N1)CNC(=O)C=1N=C2N(C(C1)=O)C=CC=C2 N-[(2-{[(cyclobutylmethyl)amino]methyl}-1H-pyrrolo[3,2-b]pyridin-6-yl)methyl]-4-oxo-4H-pyrido[1,2-a]pyrimidine-2-carboxamide